COC1=CC=C2N=C3CCCCC3=C(C2=C1)NC1CCN(CC1)C 7-methoxy-N-(1-methylpiperidin-4-yl)-1,2,3,4-tetrahydroacridin-9-amine